COC(C1=CC(=C(C=C1)OCC1CCN(CC1)S(=O)(=O)C)I)=O.NC1=CC=C(N=N1)C(C)=O 1-(6-aminopyridazin-3-yl)ethan-1-one methyl-3-iodo-4-((1-(methylsulfonyl)piperidin-4-yl)methoxy)benzoate